isopropyl-4-methylthiazole C(C)(C)C=1SC=C(N1)C